O=C1N(CCC(N1)=O)C1=NN(C2=CC(=CC=C12)C1C(CN(CC1)CC(=O)OC(C)(C)C)(F)F)C tert-butyl 2-[4-[3-(2,4-dioxohexahydropyrimidin-1-yl)-1-methyl-indazol-6-yl]-3,3-difluoro-1-piperidyl]acetate